N-{2-[(3S,4R)-3-fluoro-4-methoxy-piperidin-1-yl]pyrimidin-4-yl}-8-[(2R,3S)-3-(methanesulfonyl-methyl)-2-methylazetidin-1-yl]-5-(propan-2-yl)isoquinolin-3-amine F[C@H]1CN(CC[C@H]1OC)C1=NC=CC(=N1)NC=1N=CC2=C(C=CC(=C2C1)C(C)C)N1[C@@H]([C@H](C1)CS(=O)(=O)C)C